CC(=CCC/C(=C/CC/C(=C/C=O)/C)/C)C (E,E)-Farnesal